1-(3-bromo-4-fluorophenyl)-1-((4-(5-(2-fluoropropan-2-yl)-1,2,4-oxadiazol-3-yl)bicyclo[2.2.2]octan-1-yl)methyl)-3-((trans)-4-hydroxy-4-methylcyclohexyl)urea BrC=1C=C(C=CC1F)N(C(=O)NC1CCC(CC1)(C)O)CC12CCC(CC1)(CC2)C2=NOC(=N2)C(C)(C)F